BrC1=CC=C2C(CC3(C2=C1)CC3)CC(C)(S(=O)N)C (6'-bromo-2',3'-dihydrospiro[cyclopropane-1,1'-indene]-3'-yl)-2-methylpropane-2-sulfinamide